6-[5-(difluoromethyl)-2-thienyl]-3-methyl-1-(pyridazin-3-ylmethyl)imidazo[4,5-b]pyridin-2-one FC(C1=CC=C(S1)C=1C=C2C(=NC1)N(C(N2CC=2N=NC=CC2)=O)C)F